C(#N)C=1C=C(COC2=CC=3C4=C(NC3C=C2)C(CC4)CC(=O)O)C=C(C1)OC(F)(F)F 2-(7-(3-cyano-5-(trifluoromethoxy)benzyloxy)-1,2,3,4-tetrahydrocyclopenta[b]indol-3-yl)acetic acid